(R)-3,3'-bis(2,4,6-trimethylphenyl)-1,1'-binaphthol phosphate P(=O)(O)(O)OC=1C(=C2C=CC=CC2=CC1C1=C(C=C(C=C1C)C)C)C1=CC(=CC2=CC=CC=C12)C1=C(C=C(C=C1C)C)C